2-(azetidin-1-ylmethyl)-6-methoxybenzaldehyde N1(CCC1)CC1=C(C=O)C(=CC=C1)OC